2-(cyanomethyl)-4-((R)-2'-(((S)-1-methylpyrrolidin-2-yl)methoxy)-3,4,5',8'-tetrahydro-1H,6'H-spiro[naphthalene-2,7'-quinazoline]-4'-yl)piperazine-1-carboxylic acid tert-butyl ester C(C)(C)(C)OC(=O)N1C(CN(CC1)C1=NC(=NC=2C[C@]3(CCC12)CC1=CC=CC=C1CC3)OC[C@H]3N(CCC3)C)CC#N